N-(4-(4-(3-(methoxy)phenoxy)butyl)phenyl)piperazine-1-carboxamide hydrochloride Cl.COC=1C=C(OCCCCC2=CC=C(C=C2)NC(=O)N2CCNCC2)C=CC1